N-(8'-((1H-pyrazol-3-yl)methyl)-4'H-spiro[cyclopropane-1,5'-naphtho[2,1-d]isoxazol]-3'-yl)-2-methoxy-N-(2-(trimethylsilyl)ethyl)benzenesulfonamide N1N=C(C=C1)CC1=CC=C2C3(CC=4C(=NOC4C2=C1)N(S(=O)(=O)C1=C(C=CC=C1)OC)CC[Si](C)(C)C)CC3